(R)-3-(4-hydroxybenzo[b]thiophen-5-yl)-6-((1-isopropylpiperidin-3-yl)amino)-4-methyl-1,2,4-triazin-5(4H)-one OC1=C(C=CC=2SC=CC21)C2=NN=C(C(N2C)=O)N[C@H]2CN(CCC2)C(C)C